CNC=1C(=CC=C(C1)F)C1=CC=CC=C1 N-methyl-4-fluoro-biphenyl-2-amine